2-[4-(2-bromo-4-methyl-thiazol-5-yl)oxy-3-fluoro-phenyl]-4-[(2,6-difluorophenyl)methyl]-1,2,4-triazol-3-one BrC=1SC(=C(N1)C)OC1=C(C=C(C=C1)N1N=CN(C1=O)CC1=C(C=CC=C1F)F)F